4-cyano-4'-butyl-p-terphenyl C(#N)C1=CC=C(C=C1)C1=CCC(C=C1)(C1=CC=CC=C1)CCCC